Methyl 2-(cyanomethyl)-3-fluoro-4,5-dimethoxy-6-methylbenzoate C(#N)CC1=C(C(=O)OC)C(=C(C(=C1F)OC)OC)C